Cl.N[C@@](C(C(C(N)([2H])[2H])([2H])[2H])([2H])[2H])(C(=O)O)[2H] L-ornithine-2,3,3,4,4,5,5-d7 hydrochloride